methyl (S)-2-((2-(2-chloro-4-(chlorosulfonyl)-6-fluorophenyl)-7-methylimidazo[1,2-a]pyridin-3-yl)methyl)morpholine-4-carboxylate ClC1=C(C(=CC(=C1)S(=O)(=O)Cl)F)C=1N=C2N(C=CC(=C2)C)C1C[C@H]1CN(CCO1)C(=O)OC